CS(=O)(=O)C1=CC(=C(C=C1)NCC#CC=1N(C=2C=CC=C(C2C1)NC1CCN(CC1)C(C)C)CC(F)(F)F)OC 2-{3-[(4-methanesulfonyl-2-methoxyphenyl)amino]prop-1-yn-1-yl}-N-[1-(propan-2-yl)piperidin-4-yl]-1-(2,2,2-trifluoroethyl)-1H-indol-4-amine